(S)-3-methoxy-N-(6-(5-methyl-6,7-dihydro-5H-pyrrolo[2,1-c][1,2,4]triazol-3-yl)pyridin-2-yl)-1-(6-methyl-6,7-dihydro-5H-pyrrolo[3,4-b]pyridin-2-yl)-1H-pyrazole-4-carboxamide COC1=NN(C=C1C(=O)NC1=NC(=CC=C1)C=1N2C(=NN1)CC[C@@H]2C)C2=CC=C1C(=N2)CN(C1)C